Cl.CC=1SC(=CC1N)C 2,5-dimethylthiophen-3-amine hydrochloride